NCC1=CC=C(C=C1)N1C(=NC=2C1=NC(=CC2)C2=CC=CC=C2)C=2C(=NC=CC2)N 3-[3-[4-(aminomethyl)phenyl]-5-phenyl-imidazo[4,5-b]pyridin-2-yl]pyridin-2-amine